5-(1-isopropyl-1H-indazol-5-yl)-3-(2-methoxyphenyl)-1,2,4-oxadiazole C(C)(C)N1N=CC2=CC(=CC=C12)C1=NC(=NO1)C1=C(C=CC=C1)OC